8,8-difluoro-7-hydroxy-5-iodobicyclo[4.2.0]octa-1,3,5-triene-2-ene FC1(C(C2=C(C=C=C=C12)I)O)F